CC1=CC(=NC(=C1)C=1C=NN(C1)C1COC1)N1CC2(C=3C=NC(=CC31)NC(C)=O)CC2 N-(1'-(4-methyl-6-(1-(oxetan-3-yl)-1H-pyrazol-4-yl)pyridin-2-yl)-1',2'-dihydrospiro[cyclopropane-1,3'-pyrrolo[3,2-c]pyridin]-6'-yl)acetamide